methyl 2-(5-bromo-3-hydroxy-2-(3-methylbut-1-en-2-yloxy)benzylideneamino)-3-methylbutanoate BrC=1C=C(C(=C(C=NC(C(=O)OC)C(C)C)C1)OC(=C)C(C)C)O